di-tert-butyl 2,2'-((((((bicyclo[1.1.1]pentane-1,3-diylbis(methylene))bis(oxy))bis(ethane-2,1-diyl))bis(oxy))bis(ethane-2,1-diyl))bis(oxy))diacetate C12(CC(C1)(C2)COCCOCCOCC(=O)OC(C)(C)C)COCCOCCOCC(=O)OC(C)(C)C